5-(5-(4-chloro-6-methylpyridin-3-yl)-4,5-dihydro-1H-pyrazol-3-yl)-4-methylthiophene ClC1=C(C=NC(=C1)C)C1CC(=NN1)C1=C(C=CS1)C